2,2,2-trifluoro-1-(1-methyl-1H-pyrazol-4-yl)ethan-1-one calcium thioglycinate NCC(=S)[O-].[Ca+2].FC(C(=O)C=1C=NN(C1)C)(F)F.NCC(=S)[O-]